CC=1C=C(C(=O)OC2=C(C(=CC(=C2)Cl)C=NC=2C=NC=CC2)OC(C(C)C)=O)C=CC1 5-chloro-2-(isobutyryloxy)-3-((pyridin-3-ylimino)methyl)phenyl 3-methylbenzoate